2-amino-N-{(1S,2S)-2-[(4-{3-[4-(2-hydroxyethyl)piperazin-1-yl]-1-benzofuran-6-yl}phenyl)methoxy]cyclopentyl}-5-(1-methyl-1H-pyrazol-4-yl)pyridine-3-carboxamide NC1=NC=C(C=C1C(=O)N[C@@H]1[C@H](CCC1)OCC1=CC=C(C=C1)C1=CC2=C(C(=CO2)N2CCN(CC2)CCO)C=C1)C=1C=NN(C1)C